N1(CCNCC1)C1=NC(=NC=C1)NC1=CC=C(C=C1)C(F)(F)F 4-(piperazin-1-yl)-N-[4-(trifluoromethyl)phenyl]pyrimidin-2-amine